CC=1C=C2C(C(NC2=C(C1)C)=O)=NN=C1SCC(N1C1=CC=C(C=C1)CCCC)=O 5,7-dimethyl-3-(2-(3-(4-n-butylphenyl)-4-oxothiazolidin-2-ylidene)hydrazono)-1H-indol-2-one